2-(5-fluoropyridin-2-yl)-6-methyl-3-(6-methyl-1H-pyrazolo[3,4-b]pyridin-4-yl)-6,7-dihydro-5H-pyrazolo[5,1-b][1,3]oxazine FC=1C=CC(=NC1)C1=NN2C(OCC(C2)C)=C1C1=C2C(=NC(=C1)C)NN=C2